N-((2-methoxy-5-(2-(methoxymethyl)cyclopropyl)phenyl)sulfonyl)-5-(pyridin-2-yl)quinoline-2-carboxamide COC1=C(C=C(C=C1)C1C(C1)COC)S(=O)(=O)NC(=O)C1=NC2=CC=CC(=C2C=C1)C1=NC=CC=C1